2-(4-fluoro-2-methylphenoxy)-5-(prop-1-yn-1-yl)-4-(trifluoromethyl)benzoic acid FC1=CC(=C(OC2=C(C(=O)O)C=C(C(=C2)C(F)(F)F)C#CC)C=C1)C